[(2E)-3-(4-phenoxyphenyl)prop-2-enoyl]-6-hydroxy-1,3-dimethyl-2-methylidene-1,2,3,4-tetrahydropyrimidin-4-one O(C1=CC=CC=C1)C1=CC=C(C=C1)/C=C/C(=O)C=1C(N(C(N(C1O)C)=C)C)=O